3-cyanomethyl-1,2-dimethylimidazolium C(#N)C[N+]1=C(N(C=C1)C)C